2-methyl-2-[4-(3-methyl-2-oxo-8-quinolin-3-yl-2,3-dihydro-imidazo[4,5-c]quinolin-1-yl)-phenyl]propionitrile CC(C#N)(C)C1=CC=C(C=C1)N1C(N(C=2C=NC=3C=CC(=CC3C21)C=2C=NC1=CC=CC=C1C2)C)=O